C(C)(C)(C)N1C(=NC=C1)C=O 1-TERT-BUTYL-1H-IMIDAZOLE-2-CARBALDEHYDE